(S)-2-(2-methylazetidin-1-yl)-6-(2,6-diazaspiro[3.3]heptane-2-yl)-4-(trifluoromethyl)nicotinonitrile C[C@@H]1N(CC1)C1=C(C#N)C(=CC(=N1)N1CC2(C1)CNC2)C(F)(F)F